COC1=CC=C(C=C1)N1SC2=C(S1)C=CC(=C2)C 2-(4-methoxyphenyl)-5-methyl-1,3,2-benzodithiazole